ClC1=NC=C2C(=N1)N(N=C2)[C@H]2C[C@H]1CN([C@@H]2C1)C(=O)OC(C)(C)C |o1:10,12,15| rel-tert-butyl (1R,4S,6S)-6-(6-chloro-1H-pyrazolo[3,4-d]pyrimidin-1-yl)-2-azabicyclo[2.2.1]heptane-2-carboxylate